C(#N)C(CN1C(C2=C(C=CC(=C2C1)C=1C=C2C(=NN(C2=CC1)C(=O)OC(C)(C)C)C=1SC=CC1)OC)=O)=C tert-butyl 5-[2-(2-cyanoallyl)-7-methoxy-1-oxo-isoindolin-4-yl]-3-(2-thienyl)indazole-1-carboxylate